C1(=CCCCCC1)C1=NN2C(N(C(=C(C2=O)C=2CCNCC2)CC)CC(=O)NC2=CC=C(C=C2)S(F)(F)(F)(F)F)=N1 2-(2-(Cyclohept-1-en-1-yl)-5-ethyl-7-oxo-6-(1,2,3,6-tetrahydropyridin-4-yl)-[1,2,4]triazolo[1,5-a]pyrimidin-4(7H)-yl)-N-(4-(pentafluoro-λ6-sulfanyl)phenyl)acetamide